bromo(tri-t-butylphosphine) palladium (I) [Pd+].BrCC(C)(C)P(C(C)(C)C)C(C)(C)C